2-[(2R)-1-methylpyrrolidin-2-yl]-5-nitro-1H-1,3-benzodiazole CN1[C@H](CCC1)C1=NC2=C(N1)C=CC(=C2)[N+](=O)[O-]